Diethyl-2,5-bis(benzyloxy)terephthalate C(C)OC(C1=C(C=C(C(=O)OCC)C(=C1)OCC1=CC=CC=C1)OCC1=CC=CC=C1)=O